tri(3,3-dimethyl-2-pentyl)citrate CC(C(C)C(C(C(C(=O)[O-])(C(C)C(CC)(C)C)C(C)C(CC)(C)C)(O)C(=O)[O-])C(=O)[O-])(CC)C